6-(4-(3-(cyclopropylamino)pyrrolidin-1-yl)-5,6-difluoro-8-(methylamino)-9H-pyrido[2,3-b]indol-3-yl)-1-methyl-4-oxo-1,4-dihydro-1,8-naphthyridine-3-carboxylic acid C1(CC1)NC1CN(CC1)C1=C(C=NC=2NC3=C(C=C(C(=C3C21)F)F)NC)C=2C=C1C(C(=CN(C1=NC2)C)C(=O)O)=O